CC12C(CN(C1)C)N(CC2)C2=C(C=NC=1NC3=C(C=C(C=C3C12)F)NC)C1=CN2C(C(=CC=C2C=C1)C(=O)O)=O 7-[4-(3a,5-dimethyl-3,4,6,6a-tetrahydro-2H-pyrrolo[2,3-c]pyrrol-1-yl)-6-fluoro-8-(methylamino)-9H-pyrido[2,3-b]indol-3-yl]-4-oxo-quinolizine-3-carboxylic acid